Cyclopropyl-3-ethyl-8-(6-{[(4-{[(pyrrolidine-1-carbonyl)amino]methyl}phenyl)methyl]amino}pyridin-3-yl)xanthine C1(CC1)N1C(=O)N(C=2N=C(NC2C1=O)C=1C=NC(=CC1)NCC1=CC=C(C=C1)CNC(=O)N1CCCC1)CC